P(OCCOC)([O-])([O-])=S 2-methoxyethyl phosphorothioate